(4S)-N-{(1S)-1-cyano-2-[(3S)-2-oxopyrrolidin-3-yl]ethyl}-5,5,5-trifluoro-N2-{[2-(trifluoromethyl)-1,3-thiazol-4-yl]carbonyl}-L-leucinamide C(#N)[C@H](C[C@H]1C(NCC1)=O)NC([C@@H](NC(=O)C=1N=C(SC1)C(F)(F)F)C[C@H](C)C(F)(F)F)=O